C(#N)CC1CCC(CC1)N1C(=NC=2C1=C1C(=NC2)NC=C1)CNC(OCC(C)C)=O Isobutyl ((1-((1r,4r)-4-(Cyanomethyl)cyclohexyl)-1,6-dihydroimidazo[4,5-d]pyrrolo[2,3-b]pyridin-2-yl)methyl)carbamate